BrC=1C(=C(C[C@H]2N(CC[C@@H]([C@@H]2O)O)C(=O)OCC2=CC=CC=C2)C=CC1)F |r| (rac)-benzyl (2RS,3RS,4SR)-2-(3-bromo-2-fluorobenzyl)-3,4-dihydroxypiperidine-1-carboxylate